C(C)(=O)C1=CC=C(OC2=C(C=C(C=C2)[N+](=O)[O-])C=2C3=C(C(N(C2)C)=O)NC=C3)C=C1 4-(2-(4-acetylphenoxy)-5-nitrophenyl)-6-methyl-1,6-dihydro-7H-pyrrolo[2,3-c]pyridin-7-one